(1,1'-bis(diphenylphosphino)ferrocene) nickel chloride [Ni](Cl)Cl.C1(=CC=CC=C1)P([C-]1C=CC=C1)C1=CC=CC=C1.[C-]1(C=CC=C1)P(C1=CC=CC=C1)C1=CC=CC=C1.[Fe+2]